C1(CC1)C=1N=C(N=NC1)SC 5-cyclopropyl-3-(methylthio)-1,2,4-triazine